5-(2-(dimethylaminoethyl-oxy)ethyl)oxy-6-acetamido-N-carboxyethyl-isoindoline-1,3-dione CN(C)CCOCCOC=1C=C2C(N(C(C2=CC1NC(C)=O)=O)CCC(=O)O)=O